C(C)C1CC(CCC1)OC(CO)CO 2-(3-ethylcyclohexyloxy)-1,3-propanediol